C(C(=C)C)(=O)OCC1=C(C(=CC(=C1)OC)N1N=C2C(=N1)C=CC(=C2)C)O 2-hydroxy-5-methoxy-3-(5-methyl-2H-benzo[d]-[1,2,3]triazol-2-yl)benzyl methacrylate